((2-hydroxyethyl)azanediyl)bis(hexane-6,1-diyl) bis(6,6-bis(((Z)-oct-5-en-1-yl)oxy)hexanoate) C(CCC\C=C/CC)OC(CCCCC(=O)OCCCCCCN(CCCCCCOC(CCCCC(OCCCC\C=C/CC)OCCCC\C=C/CC)=O)CCO)OCCCC\C=C/CC